(R)-(7-Chloro-1H-benzo[d]imidazol-2-yl)(2-(difluoromethyl)-4-methyl-6,7-dihydrothiazolo[5,4-c]pyridin-5(4H)-yl)methanone ClC1=CC=CC2=C1NC(=N2)C(=O)N2[C@@H](C1=C(CC2)N=C(S1)C(F)F)C